(R)-4-OXOPYRROLIDINE-2-CARBOXYLIC ACID O=C1C[C@@H](NC1)C(=O)O